F[C@H]1[C@@H]2CC[C@H](C[C@H]1N(C1=CC=C(N=N1)C1=C(C=C3C=CN=CC3=C1)O)C)N2C 7-(6-(((1S,2S,3R,5R)-2-fluoro-8-methyl-8-azabicyclo[3.2.1]octan-3-yl)(methyl)amino)pyridazin-3-yl)isoquinolin-6-ol